C1(=CC=C(C=C1)C(=O)N1CCC2=CC(=CC=C12)[C@H]1[C@@H](C1)NCC1CCNCC1)C1=CC=CC=C1 Trans-biphenyl-4-yl(5-(2-(piperidin-4-ylmethylamino)cyclopropyl)indolin-1-yl)methanone